CN([C@@]12CC(=C[C@@H](CC3=NC(=CC=C31)OC3=CC=C(C=O)C=C3)[C@H]2C=C)C)C 4-(((5R,9R,11R)-5-(dimethylamino)-7-methyl-11-vinyl-5,6,9,10-tetrahydro-5,9-methanocycloocta[b]pyridin-2-yl)oxy)benzaldehyde